CC1=CC2=C(C=C1)NC1=NC=3CCCCC3C(=C12)N 9-methyl-2,3,4,6-tetrahydro-1H-indolo[2,3-b]quinolin-11-amine